2-(2-Chloro-5-phenyl-1,3-thiazol-4-carbonyl)-3-[(4-fluorophenoxy)methyl]-2-azabicyclo[3.1.1]heptan ClC=1SC(=C(N1)C(=O)N1C2CC(CC1COC1=CC=C(C=C1)F)C2)C2=CC=CC=C2